C(C)(C)(C)OC(=O)N1CCC(CC1)C1CCN(CC1)C1=NC=C(C=C1)N.FC1=CC=C(C=C1)[C@@H]1N(CCC2=CC=CC=C12)C(=O)N1C[C@@]2(CC1)OCCNC2 ((S)-1-(4-fluorophenyl)-3,4-dihydroisoquinolin-2(1H)-yl)((S)-6-oxa-2,9-diazaspiro[4.5]dec-2-yl)methanone tert-butyl-1'-(5-aminopyridin-2-yl)-[4,4'-bipiperidine]-1-carboxylate